3,3,5-trimethyl-e-caprolactone CC1(CC(=O)OCC(C1)C)C